7-[4-(methoxymethyl)-3-(prop-2-enamido)phenyl]-N-methylquinazoline-2-carboxamide COCC1=C(C=C(C=C1)C1=CC=C2C=NC(=NC2=C1)C(=O)NC)NC(C=C)=O